N-(2-chloro-3-((3,5-dimethyl-4-oxo-3,4-dihydroquinazolin-6-yl)amino)-4-fluorophenyl)-5-azaspiro[2.3]hexane ClC1=C(C=CC(=C1NC=1C(=C2C(N(C=NC2=CC1)C)=O)C)F)N1CC2(CC2)C1